ethyl 3-oxo-3-(1,2,2,3,3-pentamethylcyclopropyl)propanoate O=C(CC(=O)OCC)C1(C(C1(C)C)(C)C)C